The molecule is a diterpenoid obtained by hydroxylation of one of the terminal methyl groups of geranylgeraniol. It is a diterpenoid, a glycol and a polyprenol. It derives from an (E,E,E)-geranylgeraniol. C/C(=C\\CC/C(=C/CO)/C)/CC/C=C(\\C)/CC/C=C(\\C)/CO